N-(4-piperidylmethyl)methylamine N1CCC(CC1)CNC